7-oxo-9-(4-methoxyphenyl)-8-(4-methoxybenzyl)-3,6-dioxa-8-aza-nonanyl-N,N-dimethylamine O=C(OCCOCCN(C)C)N(CC1=CC=C(C=C1)OC)CC1=CC=C(C=C1)OC